O1C(CCCC1)OCC1=NN2C(CN(CC2)C(=O)OCC2=CC=C(C=C2)[N+](=O)[O-])=C1 4-nitrobenzyl 2-(((tetrahydro-2H-pyran-2-yl) oxy) methyl)-6,7-dihydropyrazolo[1,5-a]pyrazine-5(4H)-carboxylate